(E)-2-fluoro-3-phenylbut-2-en-1-ylamine hydrochloride Cl.F\C(\CN)=C(/C)\C1=CC=CC=C1